C1(CCC1)CN[C@H]1CN(CCC1)C1=CC(N(C=C1)C(C)N1N=NC(=C1)C=1C=NC=C(C1)N1CCCCC1)=O 4-((R)-3-((cyclobutylmethyl)amino)piperidin-1-yl)-1-(1-(4-(5-(piperidin-1-yl)pyridin-3-yl)-1H-1,2,3-triazol-1-yl)ethyl)pyridin-2(1H)-one